C(C1=CC=CC=C1)N1C(C(C2=CC=CC(=C12)C(F)(F)F)(O)C1=CNC2=CC=CC=C12)=O 1-benzyl-3-(3-indolyl)-3-hydroxy-7-trifluoromethyl-indol-2-one